C1(CC1)NC(C([C@H](C[C@H]1C(NCC1)=O)NC([C@H](CC(C)C)NC(OC(C(C)(C)C1=CC(=CC=C1)Cl)C1=CC=C(C=C1)Cl)=O)=O)=O)=O 2-(3-chlorophenyl)-1-(4-chlorophenyl)-2-methylpropyl ((S)-1-(((S)-4-(cyclopropylamino)-3,4-dioxo-1-((S)-2-oxopyrrolidin-3-yl)butan-2-yl)amino)-4-methyl-1-oxopentan-2-yl)carbamate